3-Trifluoroacetamidopropyl 2-O-(2,3,4-tri-O-benzyl-α-L-fucopyranosyl)-3-O-(2-azido-2-deoxy-α-D-glucopyranosyl)-β-D-galactopyranoside C(C1=CC=CC=C1)O[C@@H]1[C@@H](O[C@H]([C@H]([C@H]1OCC1=CC=CC=C1)OCC1=CC=CC=C1)C)O[C@H]1[C@H](OCCCNC(C(F)(F)F)=O)O[C@@H]([C@@H]([C@@H]1O[C@@H]1[C@@H]([C@@H](O)[C@H](O)[C@H](O1)CO)N=[N+]=[N-])O)CO